C1(=CC=CC=C1)S(=O)(=O)NC(C)C=1C=CC=C2C(=C(NC12)C(=O)O)C1=CC(=CC(=C1)Cl)Cl 7-(1-benzenesulfonamidoethyl)-3-(3,5-dichlorophenyl)-1H-indole-2-carboxylic acid